3-(3-[(3-Fluoro-2-methoxyphenyl)amino]-2-{3-[(2S)-morpholin-2-ylmethoxy]pyridin-4-yl}-4-oxo-4,5,6,7-tetrahydro-1H-pyrrolo[3,2-c]pyridin-7-yl)propanal FC=1C(=C(C=CC1)NC1=C(NC2=C1C(NCC2CCC=O)=O)C2=C(C=NC=C2)OC[C@@H]2CNCCO2)OC